5-[4-[4-[(E)-3-Oxo-3-phenylprop-1-enyl]phenyl]phenoxy]benzene-1,3-dicarboxylic acid O=C(/C=C/C1=CC=C(C=C1)C1=CC=C(OC=2C=C(C=C(C2)C(=O)O)C(=O)O)C=C1)C1=CC=CC=C1